hexacosyl n-docosanoate C(CCCCCCCCCCCCCCCCCCCCC)(=O)OCCCCCCCCCCCCCCCCCCCCCCCCCC